tert-Butyl 4-acryloylpiperazine-1-carboxylate C(C=C)(=O)N1CCN(CC1)C(=O)OC(C)(C)C